methyl 5-(4-((benzyloxy)carbonyl)cyclohex-1-en-1-yl)-1-methyl-1H-pyrazole-3-carboxylate C(C1=CC=CC=C1)OC(=O)C1CC=C(CC1)C1=CC(=NN1C)C(=O)OC